ethyl (2S,3R)-2,3-dibromo-4,4,4-trifluorobutanoate Br[C@@H](C(=O)OCC)[C@@H](C(F)(F)F)Br